2-(4-((1-(2-(2,6-dioxopiperidin-3-yl)-1,3-dioxoisoindolin-5-yl)azetidin-3-yl)ethynyl)-1H-pyrazol-1-yl)-2-methyl-N-(2-(thiazol-2-yl)-4-(trifluoromethyl)phenyl)propanamide O=C1NC(CCC1N1C(C2=CC=C(C=C2C1=O)N1CC(C1)C#CC=1C=NN(C1)C(C(=O)NC1=C(C=C(C=C1)C(F)(F)F)C=1SC=CN1)(C)C)=O)=O